6-(2,4-Dimethylphenyl)-2-(4-hydroxypyridin-2-yl)-5,6,7,8-tetrahydrophthalazin-1(2H)-one CC1=C(C=CC(=C1)C)C1CC=2C=NN(C(C2CC1)=O)C1=NC=CC(=C1)O